FC1=C(C(=CC=C1C#CC1CCN(CC1)S(=O)(=O)C)O)N1CC(NS1(=O)=O)=O 5-(2-fluoro-6-hydroxy-3-((1-(methylsulfonyl)piperidin-4-yl)ethynyl)phenyl)-1,2,5-thiadiazolidin-3-one 1,1-dioxide